tert-butyl 2-(4-chloro-3-fluoro-2-methoxyphenyl)acetate ClC1=C(C(=C(C=C1)CC(=O)OC(C)(C)C)OC)F